C(C)(=O)NC1CC(CC1)(C(=O)OC)C methyl 3-acetamido-1-methylcyclopentane-1-carboxylate